C(C)(=O)C1=NN(C2=CC=C(C=C12)C=1C=NC(=NC1)C)CC(=O)N1[C@@H]2C[C@@]2(C[C@H]1C(=O)NC1=NC(=CC=C1C)OC(F)(F)F)C (1R,3S,5R)-2-(2-(3-acetyl-5-(2-methylpyrimidin-5-yl)-1H-indazol-1-yl)acetyl)-5-methyl-N-(3-methyl-6-(trifluoromethoxy)pyridin-2-yl)-2-azabicyclo[3.1.0]hexane-3-carboxamide